[1,1'-biphenyl]-4,4'-diamine C1(=CC=C(C=C1)N)C1=CC=C(C=C1)N